2,4-Octadecadienoic acid piperidide C(C=CC=CCCCCCCCCCCCCC)(=O)N1CCCCC1